C(C)OC=1C=C(C=CC1O)/C=C/C(=O)C1=CC=C(C=C1)[N+](=O)[O-] (E)-3-(3-Ethoxy-4-hydroxyphenyl)-1-(4-nitrophenyl)prop-2-en-1-one